1-naphthyl-alanine C1(=CC=CC2=CC=CC=C12)N[C@@H](C)C(=O)O